The molecule is a ketoaldonic acid derivative derivative that is a seven-membered ketoaldonic acid having an amino substituent at the 2-position and the 3- and 7-positions deoxygenated. It is a tautomer of a 2-amino-2,3,7-trideoxy-D-lyxo-hept-6-ulosonic acid zwitterion. CC(=O)[C@H]([C@@H](C[C@@H](C(=O)O)N)O)O